C(CC)[Si](C=1C=C(C=CC1)P(N(P(C1=CC=C(C=C1)[Si](CCCC)(CCCC)CCCC)C1=CC=C(C=C1)[Si](CCCC)(CCCC)CCCC)C(C)C)C1=CC(=CC=C1)[Si](CCC)(CCC)CCC)(CCC)CCC N-(bis(3-(tripropylsilyl)phenyl)phosphaneyl)-N-isopropyl-1,1-bis(4-(tributylsilyl)phenyl)phosphanamine